COC1=CC=C(CN(C2=CC(=C(C(=N2)C)CC=O)Br)CC2=CC=C(C=C2)OC)C=C1 2-(6-(Bis(4-methoxybenzyl)amino)-4-bromo-2-methylpyridin-3-yl)acetaldehyde